OCCNC(O[C@@H]1CC[C@H](CC1)C(N(C[C@@H]1CC[C@H](CC1)C1=CC(=C(C=C1)OC)C)C1=NC=CC(=C1)C=1N=C(OC1)C1CC1)=O)=O trans-4-((4-(2-Cyclopropyloxazol-4-yl)pyridine-2-yl)((trans-4-(4-methoxy-3-methylphenyl)cyclohexyl)methyl)carbamoyl)-cyclohexyl (2-hydroxyethyl)carbamate